2-(5-(2,4-Dioxotetrahydropyrimidin-1(2H)-yl)-1,3-dihydrospiro[inden-2,4'-piperidin]-1'-yl)acetic acid tert-butyl ester C(C)(C)(C)OC(CN1CCC2(CC1)CC1=CC=C(C=C1C2)N2C(NC(CC2)=O)=O)=O